CC1=NN(C(=C1)C)CC(=O)N1CCC2(CC1)[C@H]([C@@H](C1=CC=CC=C12)NC(C(C)C)=O)OCCOC |o1:16,17| N-[(2R*,3R*)-1'-[(3,5-dimethyl-1H-pyrazol-1-yl)acetyl]-2-(2-methoxyethoxy)-2,3-dihydrospiro[indene-1,4'-piperidin]-3-yl]-2-methylpropanamide